(6-fluoroimidazo[1,2-a]pyridin-2-yl)methylamine FC=1C=CC=2N(C1)C=C(N2)CN